(S)-2-((R)-3-Methylmorpholin-4-yl)-9-(2-oxo-2-thiazol-2-ylethyl)-8-trifluoromethyl-6,7,8,9-tetrahydropyrimido[1,2-a]pyrimidin-4-one C[C@H]1N(CCOC1)C=1N=C2N(C(C1)=O)CC[C@H](N2CC(C=2SC=CN2)=O)C(F)(F)F